(1,3-oxazol-2-yl)phenol O1C(=NC=C1)C1=C(C=CC=C1)O